C[Si](C1=CC=C(C=C1)C1C(=O)OC(C1)=O)(OC)OC p-(methyldimethoxysilyl)phenyl-succinic anhydride